(1S,2'S)-methylpiperidinyl-3-cyclohexene-1-carboxamide CC1[C@@](CCC=C1)(C(=O)N)N1CCCCC1